(S,E)-Methyl-7-(1-(2-((1R,2R,4S)-bicyclo[2.2.1]heptan-2-ylamino)-2-oxoethyl)-2-oxo-1,2-dihydropyridin-3-ylamino)-6-(1-methyl-1H-pyrazol-5-carboxamido)-7-oxohept-2-enoat COC(\C=C\CC[C@@H](C(=O)NC=1C(N(C=CC1)CC(=O)N[C@H]1[C@@H]2CC[C@H](C1)C2)=O)NC(=O)C2=CC=NN2C)=O